N1N=C(C=2C=NC=CC21)N 1H-Pyrazolo[4,3-c]Pyridin-3-amine